C(CCCCCCCCCCCCC)N(CCO)CCCCCCCCCCCCCC 2-(Ditetradecylamino)ethan-1-ol